N-[7-Methoxy-4-(1-methyl-1H-pyrazol-4-yl)-1H-1,3-benzodiazol-2-yl]-4-(methoxymethyl)benzamid COC1=CC=C(C2=C1NC(=N2)NC(C2=CC=C(C=C2)COC)=O)C=2C=NN(C2)C